8-[(1R)-1-aminoethyl]-3,6-dimethyl-2-morpholino-quinazolin-4-one N[C@H](C)C=1C=C(C=C2C(N(C(=NC12)N1CCOCC1)C)=O)C